5-methyl-6-(quinolin-5-yl)-N-(2-(trifluoromethyl)pyridin-4-yl)nicotinamide CC=1C(=NC=C(C(=O)NC2=CC(=NC=C2)C(F)(F)F)C1)C1=C2C=CC=NC2=CC=C1